C1(=CC=CC=C1)C=1C(=C(C(=C(C1)C1=CC=CC=C1)N)N)C1=CC=CC=C1 diphenyl-biphenyl-Diamine